5-ureidopentanoic acid N(C(=O)N)CCCCC(=O)O